C1(=CC=CC=C1)C1=NNC=C1 3-phenyl-1H-pyrazol